OC(C)(C)C1=CC=C(C=C1)CCCCCC1=CC=CC=C1 1-(4-α-hydroxyisopropylphenyl)-5-phenylpentane